9-(2-Chlorophenyl)-8-cyclopropyl-2-(1-methyl-1H-pyrazol-4-yl)imidazo[1',2':1,2]pyrido[3,4-b]pyrazine ClC1=C(C=CC=C1)C=1N=C2N(C=CC=3C2=NC(=CN3)C=3C=NN(C3)C)C1C1CC1